[7-(3-ethylaminomethyl-phenyl)-4-methoxy-thiazolo[4,5-c]pyridin-2-yl]-amid C(C)NCC=1C=C(C=CC1)C=1C2=C(C(=NC1)OC)N=C(S2)[NH-]